ClC=1C(=C(C#N)C=C(C1)C(C)(C)C1=CC=C(C=C1)OCC1=NC(=NC=C1)N1CCC2(CC1)CCN(CC2)C2CCNCC2)OCCCl 3-chloro-2-(2-chloroethoxy)-5-(2-(4-((2-(9-(piperidin-4-yl)-3,9-diazaspiro[5.5]undecan-3-yl)pyrimidin-4-yl)methoxy)phenyl)propan-2-yl)benzonitrile